(S)-5-chloro-2-(4,4-difluoroazepan-1-yl)-N-(4-fluoro-3-(methylsulfinyl)phenyl)-4-(trifluoromethyl)benzamide ClC=1C(=CC(=C(C(=O)NC2=CC(=C(C=C2)F)[S@@](=O)C)C1)N1CCC(CCC1)(F)F)C(F)(F)F